2-tertiary amyl-9,10-anthraquinone C(C)(C)(CC)C1=CC=2C(C3=CC=CC=C3C(C2C=C1)=O)=O